N1N=CC=C1O pyrazole-5-ol